N-(3-(3-((tert-butyldimethylsilyl)oxy)propyl)-2-(1,3-dioxolan-2-yl)-5-fluoro-4-methylphenyl)-1,1-diphenylmethanimine [Si](C)(C)(C(C)(C)C)OCCCC=1C(=C(C=C(C1C)F)N=C(C1=CC=CC=C1)C1=CC=CC=C1)C1OCCO1